N-benzyl-N-methyl-2-(piperidine-4-yl)ethane-1-amine C(C1=CC=CC=C1)N(CCC1CCNCC1)C